7,8,9,10-tetrahydrobenzo[h]isoquinoline-5-sulfonamide C1=NC=CC=2C(=CC3=C(C12)CCCC3)S(=O)(=O)N